6-(hydroxymethyl)-5-(2-(hydroxymethyl)piperazin-1-yl)-2,3-dihydro-1,4-benzodioxine OCC1=C(C2=C(OCCO2)C=C1)N1C(CNCC1)CO